3-(1,3-dimethylindazol-6-yl)-5-(4-piperidinyl)-1,2,4-oxadiazole CN1N=C(C2=CC=C(C=C12)C1=NOC(=N1)C1CCNCC1)C